1-(2-{4-[4-(2-methoxy-ethyl)-piperazin-1-yl]-anilino}-pyrimidin-4-yl)-1H-indole-3-carboxamide COCCN1CCN(CC1)C1=CC=C(NC2=NC=CC(=N2)N2C=C(C3=CC=CC=C23)C(=O)N)C=C1